FC1=NC=CC(=C1OC[C@H]1N(C[C@H](C1)COC)C(=O)OC(C)(C)C)I tert-butyl (2S,4S)-2-(((2-fluoro-4-iodopyridin-3-yl)oxy)methyl)-4-(methoxymethyl)pyrrolidine-1-carboxylate